N-(2-hydroxy-5-nonylphenyl)-methyl-N-methylglycine OC1=C(C=C(C=C1)CCCCCCCCC)N(C(C(=O)O)C)C